CC1=CC=C(C=C1)S(=O)(=O)OCCOCCN(C(=O)OC(C)(C)C)C1=NC(=C(C=C1)C1=CC=C(C=C1)C=1N=C2N(C=C(C=C2)OC)C1)F 2-[2-[[6-fluoro-5-[4-(6-methoxyimidazo[1,2-a]pyridin-2-yl)phenyl]pyridin-2-yl]-[(2-methyl-propan-2-yl)oxycarbonyl]amino]ethoxy]ethyl 4-methylbenzenesulfonate